ClC=1C=C(C=CC1F)NC(=O)C=1N(C=C2C1OCC1(NS2(=O)=O)CN(C1)C(C(=O)N1CC(C1)(F)F)=O)C N-(3-chloro-4-fluorophenyl)-1-(2-(3,3-difluoroazetidin-1-yl)-2-oxoacetyl)-7'-methyl-2'H,4'H,7'H-spiro[azetidine-3,3'-pyrrolo[3,4-b][1,4,5]oxathiazepine]-6'-carboxamide 1',1'-dioxide